6-(4-methyl-2-oxopiperazin-1-yl)-1-benzothiophene-2-carboxylic acid CN1CC(N(CC1)C1=CC2=C(C=C(S2)C(=O)O)C=C1)=O